4,6-dimethoxypyrimidine-2-thiol COC1=NC(=NC(=C1)OC)S